FC(C(=O)[O-])(F)F.C(C)(C)(C)OC(CCC(=O)OC(OC(C(=O)OC1CC2CCC(C1)[N+]21CCCC1)(C1=CC=CC=C1)C1=CC=CC=C1)C1=CC=CC=C1)=O 3-(2-(((4-(tert-butoxy)-4-oxobutanoyl)oxy)(phenyl)methoxy)-2,2-diphenylacetoxy)spiro[bicyclo[3.2.1]octane-8,1'-pyrrolidin]-8-ium 2,2,2-trifluoroacetate